P(=O)(O)(O)[O-].C[N+](C)(C)C (tetramethylammonium) dihydrogen phosphate